tert-butyl N-[[4-[6-[3-(hydroxymethyl)cyclobutoxy]pyrrolo[2,1-f][1,2,4]triazin-4-yl]-2-methyl-phenyl]methyl]carbamate OCC1CC(C1)OC=1C=C2C(=NC=NN2C1)C1=CC(=C(C=C1)CNC(OC(C)(C)C)=O)C